ClC1=C(C(=CC=C1)OC)C1(CC1)C(=O)NC(C(=O)O)CCN(CCCCC1=NC=2NCCCC2C=C1)CCOCC 2-[[1-(2-chloro-6-methoxy-phenyl)cyclopropanecarbonyl]amino]-4-[2-ethoxyethyl-[4-(5,6,7,8-tetrahydro-1,8-naphthyridin-2-yl)butyl]amino]butanoic acid